2'-chloro-4'-(2-(3-methyloxetan-3-yl)ethoxy)-4,5,5',6'-tetrahydro-2H-spiro[furan-3,8'-pyrano[3,4-b]pyridine] ClC1=CC(=C2C(=N1)C1(OCC2)COCC1)OCCC1(COC1)C